C1(CC1)N1C=C(C(C(=C1C)C1=CC=C(C=C1)F)=O)C(=O)NC1=CC(=C(C=C1)OC1=CC=NC2=CC(=C(N=C12)OC)OC)F 1-cyclopropyl-N-[4-[(6,7-dimethoxy-1,5-naphthyridin-4-yl)oxy]-3-fluorophenyl]-5-(4-fluorophenyl)-6-methyl-4-oxopyridine-3-carboxamide